methyl 7-ethyl-[1-(4-fluorophenyl)-4-isopropyl-2-phenyl-1H-imidazol-5-yl]-5-hydroxy-3-oxo-trans-6-heptenoate C(C)/C=C/C(CC(C(C(=O)OC)C1=C(N=C(N1C1=CC=C(C=C1)F)C1=CC=CC=C1)C(C)C)=O)O